NC=1SC(=CN1)C#CC=1C=C(C=CC1C)C=1C(=NC=CC1C(F)(F)F)C(=O)N [3-[2-(2-aminothiazol-5-yl)ethynyl]-4-methyl-phenyl]-4-(trifluoromethyl)pyridine-2-carboxamide